tert-butyl 7-(5-{2-[(tert-butoxycarbonyl)amino]pyrimidin-4-yl}-4-[2-fluoro-3-(propane-1-sulfonamido)phenyl]-1,3-thiazol-2-yl)-2-azaspiro[3.5]nonane-2-carboxylate C(C)(C)(C)OC(=O)NC1=NC=CC(=N1)C1=C(N=C(S1)C1CCC2(CN(C2)C(=O)OC(C)(C)C)CC1)C1=C(C(=CC=C1)NS(=O)(=O)CCC)F